bromo-2H-isoquinolin-1-one BrN1C(C2=CC=CC=C2C=C1)=O